C(#N)C1=CC=C(C(=O)N[C@H](C(=O)N2CC(N(CC2)C)=O)CCCN[C@H]2[C@@H](C2)C2=CC=C(C=C2)F)C=C1 4-Cyano-N-[(2S)-5-[[(1R,2S)-2-(4-fluorophenyl)cyclopropyl]amino]-1-(4-methyl-3-oxopiperazin-1-yl)-1-oxopentan-2-yl]benzamide